2-[4-[(E)-3-(4-Chlorophenyl)-3-oxoprop-1-enyl]-2-methoxyphenoxy]acetic acid ClC1=CC=C(C=C1)C(/C=C/C1=CC(=C(OCC(=O)O)C=C1)OC)=O